NC1CCC(CC1)NC1=NC(=NC=C1C=1C=NN(C1)C)NC1=CC(=CC=C1)Cl N4-((1s,4s)-4-aminocyclohexyl)-N2-(3-chlorophenyl)-5-(1-methyl-1H-pyrazol-4-yl)pyrimidine-2,4-diamine